(R) or (S)-1-(difluoromethyl)-4-fluoro-N'-((2-methyl-3-phenyl-6,7-dihydro-5H-cyclopenta[b]pyridin-4-yl)carbamoyl)-1H-pyrazole-3-sulfonimidamide FC(N1N=C(C(=C1)F)[S@@](=O)(N)=NC(NC1=C2C(=NC(=C1C1=CC=CC=C1)C)CCC2)=O)F |o1:8|